FCCOC1=C(C=CC(=C1)S(=O)(=O)C)NCC#CC=1N(C=2C=CC=C(C2C1)NC1CCN(CC1)C1CCOCC1)CC(F)(F)F 2-(3-{[2-(2-fluoroethoxy)-4-methanesulfonylphenyl]amino}prop-1-yn-1-yl)-N-[1-(oxan-4-yl)piperidin-4-yl]-1-(2,2,2-trifluoro-ethyl)-1H-indol-4-amine